COC([C@H](CC1=CNC2=CC(=CC=C12)OCC1=CC=CC=C1)N)=O (S)-2-amino-3-(6-(benzyloxy)-1H-indol-3-yl)propionic acid methyl ester